ClC1(C(NC(N1)=O)=O)Cl diChlorohydantoin